C(C)(C)(C)OC(=O)N1CCC2(CC1)[C@H](C1=C(N=C(S1)Cl)C2)N[S@@](=O)C(C)(C)C.C2(=CC=CC=1C3=CC=CC=C3C=CC21)C2=C(C=CC=C2)C2=C(C=1C=CC3=CC=CC=C3C1C=C2)C2=C(C=CC=C2)C2=CC=CC=1C3=CC=CC=C3C=CC21 bis[(phenanthrenyl)phenyl]phenanthrene tert-Butyl-(6R)-6-[[(S)-tert-butylsulfinyl]amino]-2-chloro-spiro[4,6-dihydrocyclopenta[d]thiazole-5,4'-piperidine]-1'-carboxylate